(2S,4R)-4-fluoro-N-[(S)-[3-fluoro-4-(1-methylcyclopropyl)phenyl](phenyl)methyl]-1-[2-(1-methyl-2-oxo-2,3-dihydro-1H-indol-3-yl)acetyl]pyrrolidine-2-carboxamide F[C@@H]1C[C@H](N(C1)C(CC1C(N(C2=CC=CC=C12)C)=O)=O)C(=O)N[C@@H](C1=CC=CC=C1)C1=CC(=C(C=C1)C1(CC1)C)F